sodium compound with sodium [Na].[Na]